CN1CCN(CC1)CCOC1=CC(=C2C(=NC=NC2=C1)N)OC1CCOCC1 7-(2-(4-methylpiperazin-1-yl)ethoxy)-5-((tetrahydro-2H-pyran-4-yl)oxy)quinazolin-4-amine